The molecule is the L-enantiomer of cysteinate(1-). It has a role as a fundamental metabolite. It is a cysteinate(1-) and a L-alpha-amino acid anion. It is a conjugate base of a L-cysteine and a L-cysteine zwitterion. It is a conjugate acid of a L-cysteinate(2-). It is an enantiomer of a D-cysteinate(1-). C([C@@H](C(=O)[O-])N)S